(3r,4s)-4-((4-chloro-5-(trifluoromethyl)pyrimidin-2-yl)amino)-3-methylpiperidine-1-carboxylic acid tert-butyl ester C(C)(C)(C)OC(=O)N1C[C@H]([C@H](CC1)NC1=NC=C(C(=N1)Cl)C(F)(F)F)C